(R)-3-(azetidin-1-yl)-N-(2-fluoro-1-(p-tolyl)ethyl)propionamide N1(CCC1)CCC(=O)N[C@@H](CF)C1=CC=C(C=C1)C